FC1=C2C(NC(=NC2=CC(=C1F)N[C@@H]1CC[C@H](CC1)C#N)CSC1CCOCC1)=O (trans)-4-((5,6-difluoro-4-oxo-2-(((tetrahydro-2H-pyran-4-yl)thio)methyl)-3,4-dihydroquinazolin-7-yl)amino)cyclohexane-1-carbonitrile